1-((5-((3-fluoro-4-methoxybenzyl) amino)-2-morpholinobenzamido) methyl) cyclopropylacetate C1(CC1)CC(=O)OCNC(C1=C(C=CC(=C1)NCC1=CC(=C(C=C1)OC)F)N1CCOCC1)=O